potassium (morpholinylmethyl)trifluoroborate N1(CCOCC1)C[B-](F)(F)F.[K+]